1-(naphthalen-1-yl)thiourea C1(=CC=CC2=CC=CC=C12)NC(=S)N